1-(2,3-Bis(oleoyloxy)propyl) 4-(tert-butyl) (((9H-fluoren-9-yl)methoxy)carbonyl)aspartate C1=CC=CC=2C3=CC=CC=C3C(C12)COC(=O)N[C@@H](CC(=O)OC(C)(C)C)C(=O)OCC(COC(CCCCCCC\C=C/CCCCCCCC)=O)OC(CCCCCCC\C=C/CCCCCCCC)=O